C(CO)CO The molecule is the simplest member of the class of propane-1,3-diols, consisting of propane in which one hydrogen from each methyl group is substituted by a hydroxy group. A colourless, viscous, water-miscible liquid with a high (210℃) boiling point, it is used in the synthesis of certain polymers and as a solvent and antifreeze. It has a role as a protic solvent and a metabolite.